Cl[BH3-] chloroborohydride